C[Si](CCOCN1C=CC=2C1=NC=CC2CO)(C)C (1-((2-(trimethylsilyl)ethoxy)methyl)-1H-pyrrolo[2,3-b]pyridin-4-yl)methanol